FC(C1OCC2(C3=CC=CC=C13)CC(CCC2)O)(F)F 1'-(trifluoromethyl)spiro[cyclohexane-1,4'-isochroman]-3-ol